N=1N=NN2N=C(C3=C(C21)NN=N3)N 9H-tetrazolo[1,5-b][1,2,3]triazolo[4,5-d]pyridazin-6-amine